2-Amino-N-[5-[(5-ethoxypyridin-2-yl)carbamoyl]-2,4-difluorophenyl]-1,3-thiazole-5-carboxamide NC=1SC(=CN1)C(=O)NC1=C(C=C(C(=C1)C(NC1=NC=C(C=C1)OCC)=O)F)F